C(C)(C)(C)C1=NN(C(=C1)NC(=O)NC1=C(C=C(C=C1)OC1=CC=NC=2NC(C=NC21)=O)SC)C2=CC=C(C=C2)CN(C)C 1-(3-(tert-butyl)-1-(4-((dimethylamino)methyl)phenyl)-1H-pyrazol-5-yl)-3-(2-(methylthio)-4-((3-oxo-3,4-dihydropyrido[2,3-b]pyrazin-8-yl)oxy)phenyl)urea